(S)-7-(5-(5-(3,3-difluoro-4-hydroxypiperidin-1-yl)-1,3,4-thiadiazol-2-yl)-4-(isopropylamino)pyridin-2-yl)pyrrolo[1,2-b]pyridazine-3-carbonitrile FC1(CN(CC[C@@H]1O)C1=NN=C(S1)C=1C(=CC(=NC1)C1=CC=C2N1N=CC(=C2)C#N)NC(C)C)F